4-(3-Chloro-4-methoxyphenyl)-5-(2-methylpyridin-4-yl)-1H-imidazol-2-amine ClC=1C=C(C=CC1OC)C=1N=C(NC1C1=CC(=NC=C1)C)N